(3S,4R,5R,6R)-6-(aminomethyl)-2,4,5-trihydroxytetrahydro-2H-pyran NC[C@@H]1[C@@H]([C@@H](CC(O1)O)O)O